pentaerythritol trioleate monomyristate C(CCCCCCCCCCCCC)(=O)OCC(COC(CCCCCCC\C=C/CCCCCCCC)=O)(COC(CCCCCCC\C=C/CCCCCCCC)=O)COC(CCCCCCC\C=C/CCCCCCCC)=O